(2,5-difluoro-4-(6-(1-methyl-1H-pyrazol-4-yl)pyrazolo[1,5-a]pyrazin-4-yl)phenyl)methanamine dihydrochloride Cl.Cl.FC1=C(C=C(C(=C1)C=1C=2N(C=C(N1)C=1C=NN(C1)C)N=CC2)F)CN